C(C)C(CCCC(=C)C)CC racemic-6-ethyl-2-methyl-octene